CC=1N=C(NC1C)C1=NC=CC(=C1)C=1C=NC=C(C1)C(=O)N1CC(CC1)=O 1-(2'-(4,5-Dimethyl-1H-imidazol-2-yl)-3,4'-bipyridine-5-carbonyl)pyrrolidin-3-one